di-iso-nonylnaphthylsulfonic acid C(CCCCCC(C)C)C=1C(=C(C2=CC=CC=C2C1)S(=O)(=O)O)CCCCCCC(C)C